C(C)(C)(C)C(C(=O)O)(C1=C2C(=NN(C2=CC=C1)C(C)C)C)Br.C([C@@]12C(=O)CC[C@H]1[C@@H]1CCC3=CC(=O)CC[C@]3(C)[C@H]1CC2)([2H])([2H])[2H] androstenedione-d3 tert-butyl-2-bromo-2-(1-isopropyl-3-methyl-1H-indazol-4-yl)acetate